S(=O)(=O)([O-])[O-].[O-]P([O-])(=O)OP(=O)(O)O.[Fe+3].[Na+] sodium ferric pyrophosphate sulfate